N~1~-Methylglycinamide CNC(CN)=O